FC(C(=O)O)(F)F.N1=C(N=CC2=C1CNCC2)C#N 5,6,7,8-tetrahydropyrido[3,4-d]pyrimidine-2-carbonitrile trifluoroacetate salt